dibromobenzocarbazole methyl-benzoate COC(C1=CC=CC=C1)=O.BrC1=C(C2=C(C=CC=3C=4C=CC=CC4NC23)C=C1)Br